4-(6-Chloroimidazo[1,2-b]pyridazin-8-yl)-7-((5-(4-hydroxypiperidin-1-yl)pyridin-2-yl)amino)-1-oxo-1,3-dihydro-2H-pyrrolo[3,4-c]pyridine-2-carboxylic acid tert-butyl ester C(C)(C)(C)OC(=O)N1CC=2C(=NC=C(C2C1=O)NC1=NC=C(C=C1)N1CCC(CC1)O)C=1C=2N(N=C(C1)Cl)C=CN2